6-(4-(N-(6-METHOXY-1-METHYL-1H-INDAZOL-7-YL)SULFAMOYL)-1H-PYRAZOL-1-YL)-4-METHYLNICOTINIC ACID COC1=CC=C2C=NN(C2=C1NS(=O)(=O)C=1C=NN(C1)C1=NC=C(C(=O)O)C(=C1)C)C